CC1=C(C(=C(C(=C1)CC(=O)O)CC(=O)O)C)C.OC1=CC=C(C=C1)C(CC1=CC(=CC=C1)CC(C)C1=CC=C(C=C1)O)C 1,3-bis(2-(4-hydroxyphenyl)propyl)benzene trimethylbenzenediacetate